ditert-butyl-(2-phenylphenyl)-phosphane C(C)(C)(C)P(C1=C(C=CC=C1)C1=CC=CC=C1)C(C)(C)C